CN1CCN(CC1)[C@H]1C[C@H](C1)NC1=NN2C(C=N1)=C(C=C2)C2=CC=1C(=NC=CN1)N=C2 N-(cis-3-(4-methylpiperazin-1-yl)cyclobutyl)-5-(pyrido[2,3-b]pyrazin-7-yl)pyrrolo[2,1-f][1,2,4]triazin-2-amine